rel-(1R,2S,5R)-2-(benzyloxy)-6-oxabicyclo[3.1.0]hexane C(C1=CC=CC=C1)O[C@@H]1[C@@H]2O[C@@H]2CC1 |o1:8,9,11|